3-(tert-butyl)-9H-carbazole C(C)(C)(C)C=1C=CC=2NC3=CC=CC=C3C2C1